2,4,5,6-tetrachlorobenzene-1,3-dicarbonitrile ClC1=C(C(=C(C(=C1C#N)Cl)Cl)Cl)C#N